NC\C=C(\CS(=O)(=O)C1=C(OCC2=CC=C(C=C2)S(=O)(=O)N(C)C)C=CC=C1)/F (Z)-4-((2-((4-amino-2-fluorobut-2-en-1-yl)sulfonyl)phenoxy)methyl)-N,N-dimethylbenzene-sulfonamide